N-(4-aminobutyl)-N-dodecyl-1,4-butylenediamine NCCCCN(CCCCN)CCCCCCCCCCCC